6-chloro-4-((2R,6S)-4-(2-fluoroacryloyl)-6-methyl-1-(methylsulfonyl)piperazin-2-yl)-N-methyl-[2,4'-bipyridine]-2'-carboxamide ClC1=CC(=CC(=N1)C1=CC(=NC=C1)C(=O)NC)[C@H]1N([C@H](CN(C1)C(C(=C)F)=O)C)S(=O)(=O)C